3,5-diaminoacridine hydrochloride Cl.NC=1C=CC2=CC3=CC=CC(=C3N=C2C1)N